N-(4-bromo-2,5-dimethylphenyl)-4-(2,3-dihydroxypropyl)-1-methyl-1H-pyrazole-5-carboxamide BrC1=CC(=C(C=C1C)NC(=O)C1=C(C=NN1C)CC(CO)O)C